C(#C)C=1C=CC=C2C=C(C=C(C12)B1OC(C(O1)(C)C)(C)C)OCOC 2-[8-ethynyl-3-(methoxymethoxy)-1-naphthyl]-4,4,5,5-tetramethyl-1,3,2-dioxaborolane